OC=1C(=C(C(=O)O)C(=CC1I)I)I 3-hydroxy-2,4,6-triiodobenzoic acid